N-Phenylaminomethyltri-ethoxysilan C1(=CC=CC=C1)NC[Si](OCC)(OCC)OCC